N1[C@H](CC1)COC=1C=NN(C1C1=CC=2N(C=C1)N=C(C2)NC2=NC=NC(=C2)C)C (R)-5-(4-(azetidin-2-ylmethoxy)-1-methyl-1H-pyrazol-5-yl)-N-(6-methylpyrimidin-4-yl)pyrazolo[1,5-a]pyridin-2-amine